F[C@H]1C[C@H](C[C@@H]1O)C(=O)OCC (-)-ethyl (1S,3S,4S)-3-fluoro-4-hydroxycyclopentane-1-carboxylate